1-(4-((4-((5-(furan-2-yl)-2-methoxyphenyl)amino)-7-methoxyquinazolin-6-yl)amino)piperidin-1-yl)prop-2-en-1-one O1C(=CC=C1)C=1C=CC(=C(C1)NC1=NC=NC2=CC(=C(C=C12)NC1CCN(CC1)C(C=C)=O)OC)OC